(1-(methoxymethyl) cyclopropyl) methanesulfonate CS(=O)(=O)OC1(CC1)COC